N-((2-((4-Fluorobenzyl)oxy)-6-morpholinopyridin-4-yl)methyl)-2-(3-fluorophenyl)acetamide FC1=CC=C(COC2=NC(=CC(=C2)CNC(CC2=CC(=CC=C2)F)=O)N2CCOCC2)C=C1